1-ethyl-2,3-dimethylimidazolinium phthalate C(C=1C(C(=O)[O-])=CC=CC1)(=O)[O-].C(C)[NH+]1C(N(CC1)C)C.C(C)[NH+]1C(N(CC1)C)C